4-(3-aminopropoxy)-N-(2-(2-(2-azidoethoxy)ethoxy)ethyl)benzamide hydrochloride Cl.NCCCOC1=CC=C(C(=O)NCCOCCOCCN=[N+]=[N-])C=C1